5-[1-(2-Fluoro-6-methyl-phenyl)-3-methylpyrrolidin-3-yl]-2-methyl-7-(2-trifluoromethyl-benzyl)-2,4,5,7-tetrahydro-pyrazolo[3,4-d]pyrimidin-6-one FC1=C(C(=CC=C1)C)N1CC(CC1)(C)N1C(N(C=2C(C1)=CN(N2)C)CC2=C(C=CC=C2)C(F)(F)F)=O